C(#N)C\C=C\CC#N trans-1,4-dicyano-2-butene